(2-((5-(6-ethyl-2,6-diazaspiro[3.3]hept-2-yl)pyridin-2-yl)amino)-5-fluoropyrimidin-4-yl)-2'-methyl-2',3'-dihydro-1'H-spiro[cyclopentane-1,4'-isoquinolin]-1'-one C(C)N1CC2(CN(C2)C=2C=CC(=NC2)NC2=NC=C(C(=N2)C2N(C(C3=CC=CC=C3C23CCCC3)=O)C)F)C1